N-(2-dimethylamino-ethyl)-4-[3-(4-phenoxyphenyl)imidazo[1,2-a]pyrazin-6-yl]benzamide CN(CCNC(C1=CC=C(C=C1)C=1N=CC=2N(C1)C(=CN2)C2=CC=C(C=C2)OC2=CC=CC=C2)=O)C